Di-tert-butyl (4-(prop-2-yn-1-yl (3-(trifluoromethyl)benzyl)amino)-1,2-phenylene)dicarbamate C(C#C)N(C1=CC(=C(C=C1)NC(OC(C)(C)C)=O)NC(OC(C)(C)C)=O)CC1=CC(=CC=C1)C(F)(F)F